O=C1C2=C(N=NN1)SC=C2 4-oxothieno[2,3-d][1,2,3]triazine